CC(C(=O)Cl)CBr α-methyl-β-bromopropionic acid chloride